OC[C@H]1N(CCCC1)C(=O)C1=C(C=CC=C1)CCC(=O)OCC ethyl (S)-3-(2-(2-(hydroxymethyl)piperidine-1-carbonyl)phenyl)propanoate